3-[N,N-dimethyl(3-myristoylaminopropyl)ammonio]propane-sulfonate C[N+](C)(CCCS(=O)(=O)[O-])CCCNC(CCCCCCCCCCCCC)=O